C[C@@H]1[C@H]([C@@H]([C@H]([C@H](O1)OP(=O)(O)OP(=O)(O)OC[C@@H]2[C@H](C[C@@H](O2)N3C=C(C(=O)NC3=O)C)O)O)O)NC=O The molecule is a dTDP-sugar having 4-formamido-4,6-dideoxy-alpha-D-glucose as the sugar component. It derives from a dTDP-alpha-D-glucose. It is a conjugate acid of a dTDP-4-formamido-4,6-dideoxy-alpha-D-glucose(2-).